11-aminoundecanolactam NC1CCCCCCCCCC(=O)N1